(1S,6R)-1-{3-fluoro-5-methyl-2-[trans-4-(trifluoromethyl)cyclohexyl]pyrazolo[1,5-a]pyrimidin-7-yl}-3-azabicyclo[4.1.0]heptane-3-carboxylic acid methyl ester COC(=O)N1C[C@@]2(C[C@@H]2CC1)C1=CC(=NC=2N1N=C(C2F)[C@@H]2CC[C@H](CC2)C(F)(F)F)C